BrC1=CC=C(C=C1)C1=CC=C(C=C1)C1CC(C2=CC=CC=C2C1)C=1C(OC2=CC=CC=C2C1O)=O 3-(3-(4'-bromo-1,1'-biphenyl-4-yl)-1,2,3,4-tetrahydro-1-naphthyl)-4-hydroxycoumarin